isopropyl (4-methylpiperidin-4-yl)carbamate hydrochloride Cl.CC1(CCNCC1)NC(OC(C)C)=O